Z-chromene-8-carboxylic acid O1CC=CC2=CC=CC(=C12)C(=O)O